4-(2-(6-(methyl(7H-pyrrolo[2,3-d]pyrimidin-4-yl)amino)-2-azaspiro[3.3]heptan-2-yl)-2-oxoethyl)benzonitrile CN(C1CC2(CN(C2)C(CC2=CC=C(C#N)C=C2)=O)C1)C=1C2=C(N=CN1)NC=C2